bromosulfonate BrS(=O)(=O)[O-]